N-[(E)-(5-Amino-2-chloro-4-fluorophenyl)methylen]-O-[tert-butyl(dimethyl)silyl]hydroxylamin NC=1C(=CC(=C(C1)\C=N\O[Si](C)(C)C(C)(C)C)Cl)F